ClC=1C=C(N=NC1)[C@@H]1[C@H](C1)C(=O)NC1=NC=CC(=C1)NCC=1N=C2N(C=C(C=C2)C2CC2)C1 |r| rac-(1S*,2S*)-2-(5-chloropyridazin-3-yl)-N-(4-(((6-cyclopropylimidazo[1,2-a]pyridin-2-yl)methyl)amino)pyridin-2-yl)cyclopropane-1-carboxamide